C1(CCC1)NC=1N=CC2=C(N(C(C=3C=C(C=CC23)CN2CCN(CC2)C2=CC=NC=C2)=O)[C@@H]2CC[C@H](CC2)O)N1 trans-3-(Cyclobutylamino)-5-(4-hydroxycyclohexyl)-8-((4-(pyridin-4-yl)piperazin-1-yl)methyl)pyrimido[4,5-c]isoquinolin-6(5H)-one